FC(S(=O)(=O)[O-])(F)F.FC(S(=O)(=O)[O-])(F)F.[Zn+2] zinc(2+) ditrifluoromethanesulfonate